FC1=C(C=CC(=C1)N1N=CC=C1)NC1=NC=C2C=CC(=NC2=C1)N(CC(=O)OC)C1CCC(CC1)N methyl 2-[(7-[[2-fluoro-4-(pyrazol-1-yl)phenyl]amino]-1,6-naphthyridin-2-yl)[(1s,4s)-4-aminocyclohexyl]amino]acetate